phenoxybenzamine HCl CC(COC1C=CC=CC=1)N(CCCl)CC1C=CC=CC=1.Cl